2-((S)-4-((S)-4-chloro-3-methyl-2'-(((S)-1-methylpyrrolidin-2-yl)methoxy)-5',8'-dihydro-6'H-spiro[indene-1,7'-quinazolin]-4'-yl)-1-(2-fluoroacryloyl)piperazin-2-yl)acetonitrile ClC1=C2C(=C[C@@]3(CCC=4C(=NC(=NC4C3)OC[C@H]3N(CCC3)C)N3C[C@@H](N(CC3)C(C(=C)F)=O)CC#N)C2=CC=C1)C